(S)-1'-(5-((6-chloroimidazo[1,2-b]pyridazin-8-yl)thio)-1H-imidazo[4,5-b]pyrazin-2-yl)-1,3-dihydrospiro[indene-2,4'-piperidin]-1-amine ClC=1C=C(C=2N(N1)C=CN2)SC=2N=C1C(=NC2)NC(=N1)N1CCC2(CC1)[C@@H](C1=CC=CC=C1C2)N